6-[5-(4-cyanophenyl)-1-[2-(trifluoromethyl)-phenyl]pyrrol-2-yl]-N-[2-(dimethylamino)-ethyl]pyridine-3-carboxamide C(#N)C1=CC=C(C=C1)C1=CC=C(N1C1=C(C=CC=C1)C(F)(F)F)C1=CC=C(C=N1)C(=O)NCCN(C)C